N1(CCCC1)CC1(CCC1)CNC(=O)C1=CC2=C(S1)CCCCCCC2 N-{[1-(Pyrrolidin-1-ylmethyl)cyclobutyl]methyl}-4H,5H,6H,7H,8H,9H,10H-cyclonona[b]thiophene-2-carboxamide